2-cyanoquinolin C(#N)C1=NC2=CC=CC=C2C=C1